C(C=CC=CC=CCCCCC1[C@H](CCCCC)O1)(=O)O 12,13(S)-epoxy-octadecatrienoic acid